S(=O)(=O)(O)O.C1(CCCCN1)=O valerolactam sulfate